3,3'-Dichloro-4,4'-diaminodiphenylmethan C1=CC(=C(C=C1CC2=CC(=C(C=C2)N)Cl)Cl)N